(R)-2-(6-(cyclopropanesulfonylamino)pyrazin-2-yl)-N-(5-(6-ethoxypyrazin-2-yl)pyridin-2-yl)-2-fluorobutyramide C1(CC1)S(=O)(=O)NC1=CN=CC(=N1)[C@@](C(=O)NC1=NC=C(C=C1)C1=NC(=CN=C1)OCC)(CC)F